OC1=C(C(CC(C1)C1=CC=CC=C1)=O)C(CCC(=O)O)=O.ClC1=NC=C(C(=N1)C1=NC(=CC=C1)C1=CC=C(C=C1)F)Cl 2,5-dichloro-4-[6-(4-fluorophenyl)-2-pyridyl]pyrimidine 2-(5-hydroxy-3-oxo-1,2,3,6-tetrahydro-[1,1'-biphenyl]-4-yl)-2-oxoethyl-acetate